ALLYL (CYCLOHEXYL OXY)ACETATE C1(CCCCC1)OCC(=O)OCC=C